5-Amino-8-(2-furyl)-1-methyl-3-[2-[2-oxo-5-(trifluoromethyl)-1-pyridyl]ethyl][1,2,4]triazolo[5,1-f]purin-2-one NN1C=NC(=C2N3C(N=C12)N(C(N3C)=O)CCN3C(C=CC(=C3)C(F)(F)F)=O)C=3OC=CC3